COC1=CC=C(CC2OC3=CC=CC=C3C(C2)=O)C=C1 4-methoxybenzylchroman-4-one